C1(CCCCC1)C1=CC=C(C=C1)OC([O-])=O 4-cyclohexyl-phenyl-carbonate